6-[4-(1-tert-butoxycarbonyl-1,2,3,6-tetrahydro-pyridin-4-yl)-3-fluoro-benzoylamino]-2-methoxy-3',6'-dihydro-2'H-[3,4']bipyridinyl-1'-carboxylic acid tert-butyl ester C(C)(C)(C)OC(=O)N1CCC(=CC1)C=1C(=NC(=CC1)NC(C1=CC(=C(C=C1)C=1CCN(CC1)C(=O)OC(C)(C)C)F)=O)OC